NC1=NC=NN2C1=C(C=C2C=2C=CC(N(C2C)[C@@H]2CN(C[C@@H]2F)C(=O)C2CC(CC2)(F)F)C)C(F)(F)F 5-[4-amino-5-(trifluoromethyl)pyrrolo[2,1-f][1,2,4]triazin-7-yl]-N-[(3R,4S)-1-(3,3-difluorocyclopentanecarbonyl)-4-fluoropyrrolidin-3-yl]-2,6-dimethylpyridine